4-(3-chloro-2-fluoro-6-(4-(trifluoromethyl)-1H-1,2,3-triazol-1-yl)phenyl)-6-methoxypyrimidine ClC=1C(=C(C(=CC1)N1N=NC(=C1)C(F)(F)F)C1=NC=NC(=C1)OC)F